Cl[Si](C)(C)CCl Chloro(chloromethyl)dimethylsilane